methyl (1R,5R)-3-(3-chloropropyl)-2-azabicyclo[3.1.0]hexane-3-carboxylate ClCCCC1(N[C@@H]2C[C@@H]2C1)C(=O)OC